10-methyl-hexadecanoic acid CC(CCCCCCCCC(=O)O)CCCCCC